(6-methoxy-3-pyridyl)propanal COC1=CC=C(C=N1)C(C=O)C